ClC1=C(C=NN1C1CCS(CC1)(=N)=O)NC=1N=C(C2=C(N1)NC=C2)NCCS(=O)(=O)C (1s,4s)-4-(5-chloro-4-((4-((2-(methylsulfonyl)ethyl)amino)-7H-pyrrolo[2,3-d]pyrimidin-2-yl)amino)-1H-pyrazol-1-yl)-1-iminohexahydro-1λ6-thiopyran 1-oxide